(R)-4-((4-(cyclobutyl(methyl)amino)-1-(phenylthio)butan-2-yl)amino)-3-nitrobenzenesulfonamide C1(CCC1)N(CC[C@H](CSC1=CC=CC=C1)NC1=C(C=C(C=C1)S(=O)(=O)N)[N+](=O)[O-])C